[(trifluoro(methyl)sulfonyl)oxy]-2,5-dihydrothiophene-3-carboxylate FC(S(=O)(=O)OC1SCC=C1C(=O)[O-])(F)F